C(C)SC1=NN2C(N=C(C=C2)C2=NC=CC=N2)=C1C1=NC=C(N=C1)OCC(C(F)(F)F)(F)F 2-(ethylthio)-3-(5-(2,2,3,3,3-pentafluoropropoxy)pyrazin-2-yl)-5-(pyrimidin-2-yl)pyrazolo[1,5-a]pyrimidine